Methyl 2-(6-bromo-4-oxo-quinazolin-3(4H)-yl)-2-(3-fluoro-phenyl)acetate BrC=1C=C2C(N(C=NC2=CC1)C(C(=O)OC)C1=CC(=CC=C1)F)=O